C[C@@]12CCC=3N=C(SC3C2=CC[C@H]2[C@H]3[C@](CC[C@H]12)(C(CC3)C(C)CCCC(C)C)C)NC3=NC=CC=C3 (5aR,5bS,7aR,10aS,10bS)-5a,7a-dimethyl-8-(6-methylheptan-2-yl)-N-(pyridin-2-yl)-5,5a,5b,6,7,7a,8,9,10,10a,10b,11-dodecahydro-4H-cyclopenta[7,8]phenanthro[2,1-d]thiazol-2-amine